NC=1SC2=C(N1)C(=CC=C2)C2=C(C=C1C(=NC(=NC1=C2F)OC[C@@H]2CCC(N2)=O)N2CCNCC2)Cl (5S)-5-(((7-(2-aminobenzo[d]thiazol-4-yl)-6-chloro-8-fluoro-4-(piperazin-1-yl)quinazolin-2-yl)oxy)methyl)pyrrolidin-2-one